NC1=C2N=CN(C2=NC(=N1)F)[C@H]1C[C@@H]([C@](O1)(COC(CCCC)=O)C#C)OC(CCCCCCCCCC)=O.C1(=CC=CC=C1)NCCC[Si](OC)(OC)OC N-phenyl-3-aminopropyl-trimethoxysilane (2R,3S,5R)-5-(6-amino-2-fluoro-9H-purin-9-yl)-2-ethynyl-2-((pentanoyloxy)methyl)tetra-hydrofuran-3-yl-undecanoate